Cl.OCCNC(CN)=O N-(hydroxyethyl)-glycinamide hydrochloride